(2R)-10-(2,4-difluorophenyl)-2-((dimethylamino)methyl)-7-((S)-2-methylpiperazin-1-yl)-9-(trifluoromethyl)-2,3-dihydro-5H-[1,4]thiazino[2,3,4-ij]quinazolin-5-one FC1=C(C=CC(=C1)F)C1=C(C=C2C(=NC(N3C2=C1S[C@@H](C3)CN(C)C)=O)N3[C@H](CNCC3)C)C(F)(F)F